FC=1C=C(C=C(C1CO)C)CO [3-fluoro-4-(hydroxymethyl)-5-methyl-phenyl]methanol